(5S)-1'-[5-[2-(methylamino)-3-(trifluoromethyl)pyridin-4-yl]sulfanyl-1H-imidazo[4,5-b]pyrazin-2-yl]spiro[5,7-dihydrocyclopenta[b]pyridine-6,4'-piperidine]-5-amine CNC1=NC=CC(=C1C(F)(F)F)SC=1N=C2C(=NC1)NC(=N2)N2CCC1(CC2)[C@@H](C=2C(=NC=CC2)C1)N